5-(5-(3,5-dimethylisoxazol-4-yl)-1-(1,1-dioxidotetrahydro-2H-thiopyran-4-yl)-1H-benzo[d]imidazol-2-yl)-1-phenylpyrrolidin-2-one CC1=NOC(=C1C1=CC2=C(N(C(=N2)C2CCC(N2C2=CC=CC=C2)=O)C2CCS(CC2)(=O)=O)C=C1)C